3-(3-((1-(3,5-bis(trifluoromethyl)phenyl)-1-hydroxypropan-2-yl)(isopropyl)carbamoyl)phenyl)propanoic acid FC(C=1C=C(C=C(C1)C(F)(F)F)C(C(C)N(C(=O)C=1C=C(C=CC1)CCC(=O)O)C(C)C)O)(F)F